N-(3-(2-(2-cyclobutyl-1H-imidazol-5-yl)-5-methyl-4-oxo-4,5-dihydrofuro[3,2-c]pyridine-7-yl)-4-(2,4-difluorophenoxy)phenyl)ethanesulfonamide C1(CCC1)C=1NC(=CN1)C1=CC=2C(N(C=C(C2O1)C=1C=C(C=CC1OC1=C(C=C(C=C1)F)F)NS(=O)(=O)CC)C)=O